(S)-2-((1-(4-chlorophenyl)ethyl)amino)ethan-1-ol ClC1=CC=C(C=C1)[C@H](C)NCCO